FC1=C(C(=O)N(CC(C)(C)C)C2=CC=C(C=C2)O)C=CC(=C1)OC 2-fluoro-N-(4-hydroxyphenyl)-4-methoxy-N-neopentyl-benzamide